C(OC1(CCCCC1)C(C)(C)C)([O-])=O tert-butylcyclohexyl carbonate